(S)-ethyl 8-(2-amino-6-((R)-1-(5-chloro-3'-ethoxy-5'-fluoro-[1,1'-biphenyl]-2-yl)-2,2,2-trifluoroethoxy)pyrimidin-4-yl)-2,8-diazaspiro[4.5]decane-3-carboxylate NC1=NC(=CC(=N1)N1CCC2(C[C@H](NC2)C(=O)OCC)CC1)O[C@@H](C(F)(F)F)C1=C(C=C(C=C1)Cl)C1=CC(=CC(=C1)F)OCC